Tri(3-ethyl-3-methyl-2-pentyl)citrat C(C)C(C(C)C(C(C(C(=O)[O-])(C(C)C(CC)(CC)C)C(C)C(CC)(CC)C)(O)C(=O)[O-])C(=O)[O-])(CC)C